P(=O)(OC(F)(F)F)(OC(F)(F)F)OC(F)(F)F tri(trifluoromethyl) phosphate